tert-butyl (1R,3s,5S)-3-(N-(5-chloro-3-nitropyridin-2-yl)-2-ethoxy-2-oxoacetamido)-8-azabicyclo[3.2.1]Octane-8-carboxylate ClC=1C=C(C(=NC1)N(C(C(=O)OCC)=O)C1C[C@H]2CC[C@@H](C1)N2C(=O)OC(C)(C)C)[N+](=O)[O-]